FC=1C=C(C=NC1)C1=CC(=NC(=C1F)C)C1=NC(=NO1)C1=CC=C(C=C1)F 5-(5,5'-Difluoro-6'-methyl-[3,4'-bipyridin]-2'-yl)-3-(4-fluorophenyl)-1,2,4-oxadiazole